N-(3-chloro-2-fluorophenyl)-6-fluoro-5-nitroisoquinolin-1-amine ClC=1C(=C(C=CC1)NC1=NC=CC2=C(C(=CC=C12)F)[N+](=O)[O-])F